ClC1=CC(=NC(=N1)C)NC=1SC(=CN1)C(=O)OCC Ethyl 2-((6-chloro-2-methylpyrimidin-4-yl)amino)thiazole-5-carboxylate